diphenyltetrazolium bromide C1=CC=C(C=C1)C2=[N+](NN=N2)C3=CC=CC=C3.[Br-]